FC=1C(=NC(=NC1)NC=1C=NC(=CC1)CC(=O)NC)C1=CNC2=C(C=CC=C12)NC([C@@H](COC)N1CCN(CC1)C)=O (R)-N-(3-(5-fluoro-2-((6-(2-(methylamino)-2-oxoethyl)pyridin-3-yl)amino)pyrimidin-4-yl)-1H-indol-7-yl)-3-methoxy-2-(4-methylpiperazin-1-yl)propanamide